CN(CCN(CCO)C)C N,N,N'-trimethyl-N'-(β-hydroxyethyl)ethylenediamine